2,6-Dihydroxy-4-methyl-benzoic acid OC1=C(C(=O)O)C(=CC(=C1)C)O